NC1=C(C=C(C=N1)C1=C(C=CC=C1)O)C1=CC(=C(C(=C1)OC)OC)OC (6-Amino-5-(3,4,5-trimethoxyphenyl)-3-pyridinyl)phenol